ethyl 3-[4-[2-[5-[(6,7-difluoro-4-methylsulfanyl-1H-indol-5-yl)oxy]-2-fluoro-phenyl]-1H-imidazol-4-yl]-2,2,4-trimethyl-chroman-8-yl]propanoate FC1=C(C(=C2C=CNC2=C1F)SC)OC=1C=CC(=C(C1)C=1NC=C(N1)C1(CC(OC2=C(C=CC=C12)CCC(=O)OCC)(C)C)C)F